1'-methyl-4-nitro-1-((2-(trimethylsilyl)ethoxy)methyl)-1H,1'H-3,3'-bipyrazole CN1N=C(C=C1)C1=NN(C=C1[N+](=O)[O-])COCC[Si](C)(C)C